COC(=O)C1(CC1)OC1=NC=C(C=C1OC)N 1-((5-amino-3-methoxypyridin-2-yl)oxy)cyclopropane-1-carboxylic acid methyl ester